N-(diaminophosphoryl)-N'-(4-methoxyphenyl)-urea NP(=O)(N)NC(=O)NC1=CC=C(C=C1)OC